CC=1OC(CC1C(=O)NC1=CC=C(C=C1)C)C=C 2-methyl-N-(4-methyl-phenyl)-5-vinyl-4,5-dihydrofuran-3-carboxamide